1-(phenylsulfonyl)-6-(trifluoromethyl)-1H-indole-5-carboxaldehyde C1(=CC=CC=C1)S(=O)(=O)N1C=CC2=CC(=C(C=C12)C(F)(F)F)C=O